ClC1=NC=CC(=N1)C(=O)NC1CCC(CC1)O 2-chloro-N-((1r,4r)-4-hydroxycyclohexyl)pyrimidine-4-carboxamide